N1(CCCCC1)C=1N=C2C(=NC1)N=C(S2)N 6-(piperidin-1-yl)-[1,3]thiazolo[4,5-b]pyrazin-2-amine